N2-isopropyl-N4-(isoxazol-4-yl)-6-phenyl-1,3,5-triazine-2,4-diamine C(C)(C)NC1=NC(=NC(=N1)NC=1C=NOC1)C1=CC=CC=C1